C(CCC)C1C(=NN(C1(C(=O)NCC1CN(CCO1)C)C)C1=CC=C(C=C1)C)C1=CC=C(C=C1)F 4-butyl-3-(4-fluorophenyl)-5-methyl-N-((4-methylmorpholin-2-yl)methyl)-1-(p-tolyl)-4,5-dihydro-1H-pyrazole-5-carboxamide